C12CN(CC2C1)C1=NC=CC(=N1)NC1=CC(=NO1)C1=C(C=C(C=C1)OC)F N-(2-(3-azabicyclo[3.1.0]hexan-3-yl)pyrimidin-4-yl)-3-(2-fluoro-4-methoxyphenyl)isoxazol-5-amine